methyl azobisisobutyrate N(=NC(C(=O)[O-])(C)C)C(C(=O)OC)(C)C